3,4-dimethylbenzoic acid potassium [K].CC=1C=C(C(=O)O)C=CC1C